7-Cyclopentyl-2-{5-[4-(4-methyl-pentyl)-piperazin-1-yl]-pyridin-2-ylamino}-7H-pyrrolo[2,3-d]pyrimidine-6-carboxylic acid dimethylamide CN(C(=O)C1=CC2=C(N=C(N=C2)NC2=NC=C(C=C2)N2CCN(CC2)CCCC(C)C)N1C1CCCC1)C